BrC=1C=C2C(C(N(C2=C(C1)O)CC(=O)NCCCC(=O)O)=O)(C)C 4-(2-(5-bromo-7-hydroxy-3,3-dimethyl-2-oxoindol-1-yl)acetamido)butanoic acid